1-(4-(benzo[d][1,3]dioxan-5-ylamino)-3-cyano-7-methoxyquinolin-6-yl)-3-(1-ethylpiperidin-4-yl)urea O1COCC2=C1C=CC=C2NC2=C(C=NC1=CC(=C(C=C21)NC(=O)NC2CCN(CC2)CC)OC)C#N